[3-(1-hydroxy-1-methyl-ethyl)phenyl]-2-[7-[(1-methylindol-5-yl)amino]-1-oxo-isoindolin-2-yl]acetamide OC(C)(C)C=1C=C(C=CC1)C(C(=O)N)N1C(C2=C(C=CC=C2C1)NC=1C=C2C=CN(C2=CC1)C)=O